[Hg]Br hydrargyrum bromide